N-benzoyl-O-(3-(2-(5,6,7,8-tetrahydro-1,8-naphthyridin-2-yl)ethyl)cyclobutyl)homoserine C(C1=CC=CC=C1)(=O)N[C@@H](CCOC1CC(C1)CCC1=NC=2NCCCC2C=C1)C(=O)O